3-Azidooxy-5-methyl-2-propan-2-ylphenol N(=[N+]=[N-])OC=1C(=C(C=C(C1)C)O)C(C)C